N-[(2,3-dimethoxyphenyl)methyl]-N'-(2-pyridylmethyl)-N-(5,6,7,8-tetrahydro-8-quinolinyl)-1,4-xylylenediamine COC1=C(C=CC=C1OC)CN(CC1=CC=C(C=C1)CNCC1=NC=CC=C1)C1CCCC=2C=CC=NC12